ortho-aminopyridine NC1=NC=CC=C1